ClC=1C=C(C=CC1)[C@@H](CNC1CCOCC1)NC(=O)C=1N=CN(C1)C1=NC(=NC=C1C)NC1CCOCC1 (S)-N-(1-(3-chlorophenyl)-2-((tetrahydro-2H-pyran-4-yl)amino)ethyl)-1-(5-methyl-2-((tetrahydro-2H-pyran-4-yl)amino)pyrimidin-4-yl)-1H-imidazole-4-carboxamide